C12(CC3CC(CC(C1)C3)C2)P(C2=C(C=CC=C2)N(C)C)C23CC1CC(CC(C2)C1)C3 di(1-adamantyl)-2-dimethylaminophenylphosphine